BrC1=CC2=C(N=C(S2)C2=C(SC=3C(N(C(CC32)C)C(=O)OC(C)(C)C)C)NC(CCNCCOC)=O)C=C1 tert-Butyl 3-(6-bromobenzo[d]thiazol-2-yl)-2-(3-((2-methoxyethyl)amino)propanamido)-5,7-dimethyl-4,7-dihydrothieno[2,3-c]pyridine-6(5H)-carboxylate